C(C)[SH2](=N)CC diethyl-(imino)-lambda6-sulfane